tert-butyl cis-3-formylcyclobutanecarboxylate C(=O)[C@H]1C[C@H](C1)C(=O)OC(C)(C)C